NC1=NC=2C=CC(=CC2C2=C1[C@H](OC2)C)C(=O)N(CC2=NC=C(C=C2)C(F)(F)F)[C@H](C)[C@H](C)O (3R)-4-amino-N-((2R,3s)-3-hydroxy-2-butanyl)-3-methyl-N-((5-(trifluoromethyl)-2-pyridinyl)methyl)-1,3-dihydrofuro[3,4-c]quinoline-8-carboxamide